5-(morpholine-4-carbonyl)thiophene-3-sulfonyl chloride N1(CCOCC1)C(=O)C1=CC(=CS1)S(=O)(=O)Cl